C(C)OC(=O)C1CC(=NN1C1=CC=C(C=C1)OC(F)(F)F)C1=CC=C(C=C1)Cl 3-(4-chlorophenyl)-1-(4-trifluoromethoxyphenyl)-4,5-dihydro-1H-pyrazole-5-carboxylic acid ethyl ester